COC=1N=C2C(=NC1C)N=CCC2=O 2-methoxy-3-methyl-8-oxopyrido[2,3-b]pyrazin